C12(CC(C1)C2)N2N=CC(=C2)N2N=CC1=CC(=C(C=C21)N2CCN(CC2)[C@]2(C(COC2)=O)C)Cl |o1:25| (R or S)-4-(4-(1-(1-(bicyclo[1.1.1]pentan-1-yl)-1H-pyrazol-4-yl)-5-chloro-1H-indazol-6-yl)piperazin-1-yl)-4-methyldihydrofuran-3(2H)-one